N1CC(C1)C1=CC=C(C=N1)C=1C=2N(C=C(C1)C=1C=NN(C1)C)N=CC2C#N 4-(6-(azetidin-3-yl)pyridin-3-yl)-6-(1-methyl-1H-pyrazol-4-yl)pyrazolo[1,5-a]pyridine-3-carbonitrile